CC(CC)(C)C1CCC(CC1)=O 4-(1,1-dimethylpropyl)-cyclohexanone